C1(=CC=CC2=CC=CC=C12)CNC([C@H](C)NC([C@H](CC(=O)O)NC(CCC1=CC=CC=C1)=O)=O)=O (S)-4-(((S)-1-((naphthalen-1-ylmethyl)amino)-1-oxopropan-2-yl)amino)-4-oxo-3-(3-phenylpropanamido)butanoic acid